methyl N2-((E)-3-(4-methoxyphenyl)acryloyl)-N6-((E)-2-methylbut-2-enoyl)lysinate COC1=CC=C(C=C1)/C=C/C(=O)N[C@@H](CCCCNC(\C(=C\C)\C)=O)C(=O)OC